C(C)(C)(C)OC(NC1(CCN(CC1)C1=NC(=C(C(=N1)N)C1=C(C(=CC=C1)Cl)Cl)C(=O)NN)C)=O {1-[4-amino-5-(2,3-dichlorophenyl)-6-(hydrazinocarbonyl)-pyrimidin-2-yl]-4-methylpiperidin-4-yl}carbamic acid tert-butyl ester